(Z)-1-(4-Fluorophenyl)-3-(3-hydroxyphenyl)prop-2-en-1-one FC1=CC=C(C=C1)C(\C=C/C1=CC(=CC=C1)O)=O